CN(C=1C(C(=O)O)=CC=CC1)C.C(C=1C(N)=CC=CC1)(=O)OC methyl anthranilate (Methyl N-Methyl anthranilate)